OCC1=CC=C(C=2N=COC21)C=2C=NC(=CC2)OC(F)(F)F 7-(hydroxymethyl)-4-(6-(trifluoromethoxy)pyridin-3-yl)benzo[d]oxazol